5-chloro-N-{2-fluoro-3-[2-(trimethylsilyl)ethynyl]phenyl}-2-methoxypyridine-3-sulfonamide ClC=1C=C(C(=NC1)OC)S(=O)(=O)NC1=C(C(=CC=C1)C#C[Si](C)(C)C)F